FC1=CC=CC(=N1)CN1C(=NC2=NC=C(C=C21)C=2C=CN1N=CN=C(C12)OC)C 1-((6-fluoropyridin-2-yl)methyl)-6-(4-methoxypyrrolo[2,1-f][1,2,4]triazin-5-yl)-2-methyl-1H-imidazo[4,5-b]pyridine